2,6-dimethyl-1,4-heptanediol CC(CO)CC(CC(C)C)O